OCCCCCCCCCCCCCCCC(=O)SCCNC(CCNC([C@@H](C(COP(OP(OC[C@@H]1[C@H]([C@H]([C@@H](O1)N1C=NC=2C(N)=NC=NC12)O)OP(=O)(O)O)(=O)O)(=O)O)(C)C)O)=O)=O 16-hydroxypalmitoyl-coenzyme A